N-[(3R)-2,6-dioxo-3-piperidyl]-3,4-dihydro-2H-quinoline-4-carboxamide O=C1NC(CC[C@H]1NC(=O)C1CCNC2=CC=CC=C12)=O